N[C@H](C(=O)NCC#C)CC1=CC=C(C=C1)N(CCO)CCCl (S)-2-amino-3-(4-((2-chloroethyl)(2-hydroxyethyl)amino)phenyl)-N-(prop-2-yn-1-yl)propanamide